FC(C1CC(N(C1)C(CNC(C1=CC=C(C=C1)OC1=CC=CC=C1)=O)=O)C(=O)N)F 4-(difluoromethyl)-1-((4-phenoxybenzoyl)glycyl)pyrrolidine-2-carboxamide